C(CC(O)(C(=O)OC(CC)(CCC)CC)CC(=O)OC(CC)(CCC)CC)(=O)OC(CC)(CCC)CC tri(3-ethyl-3-hexyl) citrate